2-(2-chloro-2-oxoethyl)thiobutanediyl dichloride ClC(CSC(CCl)CCCl)=O